COCCN(CCC(C(=O)O)NC(C(C)(C1=CC=CC=C1)C)=O)CCCCC1=NC=2NCCCC2C=C1 4-[2-methoxyethyl-[4-(5,6,7,8-tetrahydro-1,8-naphthyridin-2-yl)butyl]amino]-2-[(2-methyl-2-phenyl-propanoyl)amino]butanoic acid